C(=O)(OCC1=CC=CC=C1)NCCC(=O)O Cbz-beta-Alanine